tert-butyl (S,E)-2-((3-(7-amino-2-(((benzyloxy)carbonyl)amino)-7-oxohept-5-enamido)-2-oxopyridin-1(2H)-yl)methyl)-4-isobutyl-1H-benzo[d]imidazole-1-carboxylate NC(/C=C/CC[C@@H](C(=O)NC=1C(N(C=CC1)CC1=NC2=C(N1C(=O)OC(C)(C)C)C=CC=C2CC(C)C)=O)NC(=O)OCC2=CC=CC=C2)=O